O=P(O)=O.CC1(CC2=CC=CC=C2C=2C=CC(=CC12)OC)C 10,10-dimethyl-2-methoxyphenanthrene oxophosphinate